C1(CCCC1)C1=CC(=NN1)NC1=NC=NN2C1=CC=C2 N-(5-cyclopentyl-1H-pyrazol-3-yl)pyrrolo[2,1-f][1,2,4]triazin-4-amine